1-pyrenecarboxaldehyde C1(=CC=C2C=CC3=CC=CC4=CC=C1C2=C34)C=O